C(C)C(C[Si]1(C2=C(SC(=C2)C2=C(C=C(C=3C2=NSN3)C3=CC=C(S3)C=3SC(=CC3)CCCCCC)F)C=3SC(=CC31)C3=C(C=C(C=1C3=NSN1)C1=CC=C(S1)C=1SC(=CC1)CCCCCC)F)CC(CCCC)CC)CCCC 7,7'-(4,4-bis(2-ethylhexyl)-4H-silolo[3,2-b:4,5-b']dithiophene-2,6-diyl)bis(6-fluoro-4-(5'-hexyl-[2,2'-bithiophen]-5-yl)benzo[c][1,2,5]thiadiazole)